N-(5-((4-chlorobenzyl)oxy)-1,3,4-thiadiazol-2-yl)-1-phenyl-1H-imidazole-5-carboxamide ClC1=CC=C(COC2=NN=C(S2)NC(=O)C2=CN=CN2C2=CC=CC=C2)C=C1